3-{[(5-fluoropyridin-2-yl)oxy]methyl}-2-azabicyclo[3.1.1]heptane FC=1C=CC(=NC1)OCC1NC2CC(C1)C2